4-[(1S,4S,5R)-5-[[3-(2,6-dichlorophenyl)-5-(1-fluorocyclopropyl)-1,2-oxazol-4-yl]methoxy]-2-azabicyclo[2.2.1]heptan-2-yl]-2-fluorobenzoic acid ClC1=C(C(=CC=C1)Cl)C1=NOC(=C1CO[C@H]1[C@@H]2CN([C@H](C1)C2)C2=CC(=C(C(=O)O)C=C2)F)C2(CC2)F